NC=1C=C2C=C(C(N(C2=CC1)C)=O)C 6-amino-1,3-dimethyl-1,2-dihydroquinolin-2-one